N-(1-(5-(3-cyano-6-ethoxypyrazolo[1,5-a]pyridin-4-yl)pyridin-2-yl)-4-((4-(6-oxospiro[3.3]heptane-2-carbonyl)piperazin-1-yl)methyl)piperidin-4-yl)-2,5-difluorobenzamide C(#N)C=1C=NN2C1C(=CC(=C2)OCC)C=2C=CC(=NC2)N2CCC(CC2)(CN2CCN(CC2)C(=O)C2CC1(C2)CC(C1)=O)NC(C1=C(C=CC(=C1)F)F)=O